C1N(CC12CCOCC2)C2CCC(CC2)NC=2C=1C=C(N(C1C=CC2)CC(F)(F)F)C#CCNC2=C(C=C(C=C2)S(=O)(=O)C)OCC N-((1R,4R)-4-(7-oxa-2-azaspiro[3.5]nonan-2-yl)cyclohexyl)-2-(3-((2-ethoxy-4-(methylsulfonyl)phenyl)amino)prop-1-yn-1-yl)-1-(2,2,2-trifluoroethyl)-1H-indol-4-amine